C(C)OC=1C=CC(=NC1)C=1N(C(=NN1)[C@@H]1C[C@H](C1)NC(=O)C1=CC=[N+](C2=CC(=CN=C12)OC)[O-])C1=C(C=CC=C1)F 4-((trans-3-(5-(5-ethoxypyridin-2-yl)-4-(2-fluorophenyl)-4H-1,2,4-triazol-3-yl)cyclobutyl)carbamoyl)-7-methoxy-1,5-naphthyridine 1-oxide